Cl.Cl.Cl.C1(=CC(=CC(=C1)C[C@H](C(=O)O)[C@@H]1CNCC1)C[C@H](C(=O)O)[C@@H]1CNCC1)C[C@H](C(=O)O)[C@@H]1CNCC1 (2S,2'S,2''S)-3,3',3''-(Benzene-1,3,5-triyl)tris(2-((R)-pyrrolidin-3-yl)propanoic acid) trihydrochloride